N,N'-[1,4-phenylenebis[(1-methylethylidene)-4,1-phenylene]]bis[1,1,1-trifluoro-methanesulfonamide] C1(=CC=C(C=C1)C1=CC(C(C=C1)NS(=O)(=O)C(F)(F)F)=C(C)C)C1=CC(C(C=C1)NS(=O)(=O)C(F)(F)F)=C(C)C